tert-butyl (S)-6-(1,2-dihydroxyethyl)-3-iodo-1H-indazole-1-carboxylate O[C@H](CO)C1=CC=C2C(=NN(C2=C1)C(=O)OC(C)(C)C)I